C(C)(=O)O[C@H]1[C@@H](O[C@@H]([C@H]([C@@H]1OC(C)=O)OC(C)=O)SC)C1=CC(=C(C=C1)C)Cl (2S,3S,4R,5S,6R)-2-(3-Chloro-4-methylphenyl)-6-(methylthio)tetrahydro-2H-pyran-3,4,5-triyl triacetate